(l)-4-[[3-[3-(trifluoromethyl)phenyl]imidazo[1,2-b]pyridazin-6-yl]amino]azepane-1-carboxylic acid tert-butyl ester C(C)(C)(C)OC(=O)N1CCC(CCC1)NC=1C=CC=2N(N1)C(=CN2)C2=CC(=CC=C2)C(F)(F)F